NCCC(=O)NC1CCC(CC1)N1C=CC2=CC(=CC(=C12)C)C N-((1r,4r)-4-(3-aminopropanamido)cyclohexyl)-5,7-dimethyl-1H-indole